gold-tin oxide [Sn]=O.[Au]